CC1=C(C=C(C=C1)NC1CCN(CC1)C(=O)OC(C)(C)C)C(N[C@H](C)C1=CC=CC2=CC=CC=C12)=O Tert-butyl (R)-4-((4-methyl-3-((1-(naphthalen-1-yl)ethyl)carbamoyl)phenyl) amino)piperidine-1-carboxylate